N-(2-(2-(benzyloxy)-4,6-dihydroxy-3-methylbenzoyl)isoindolin-4-yl)-2-fluoroacrylamide C(C1=CC=CC=C1)OC1=C(C(=O)N2CC3=CC=CC(=C3C2)NC(C(=C)F)=O)C(=CC(=C1C)O)O